NC1=C(C(=O)N2CCC(CC2)N2C(NC3=NC=C(C=C32)C32CC(C3)(C2)C(F)F)=O)C=CC(=C1)OC(F)(F)F 1-[1-[2-amino-4-(trifluoromethoxy)benzoyl]-4-piperidyl]-6-[3-(difluoromethyl)-1-bicyclo[1.1.1]pentanyl]-3H-imidazo[4,5-b]pyridin-2-one